tert-butyl trans-4-azido-3-(4-(trifluoromethyl)benzyloxy)piperidine-1-carboxylate N(=[N+]=[N-])[C@H]1[C@@H](CN(CC1)C(=O)OC(C)(C)C)OCC1=CC=C(C=C1)C(F)(F)F